ClC=1C(=C(C=C(C1)F)[C@H](C)N1C(C[C@@H](C1)O)=O)COC1=CC=C(C=C1)OC (S)-1-((S)-1-(3-Chloro-5-fluoro-2-((4-methoxyphenoxy)methyl)phenyl)ethyl)-4-hydroxypyrrolidin-2-one